FC(C(OIOC(=O)C(F)(F)F)=O)(F)F di(trifluoroacetoxyl)iodine